diisocyanato-3,3,5-trimethylcyclohexane N(=C=O)C1(CC(CC(C1)C)(C)C)N=C=O